OC(COC=1C=C(C=2N(C1)N=CC2C#N)C=2C=NC(=CC2)N2CC1N(C(C2)C1)CC=1C=NC(=CC1)OC(C)C)(C)C 6-(2-hydroxy-2-methylpropoxy)-4-(6-(6-((6-isopropoxypyridin-3-yl)methyl)-3,6-diazabicyclo[3.1.1]heptan-3-yl)pyridin-3-yl)pyrazolo[1,5-a]pyridine-3-carbonitrile